FC1=C(N)C=CC(=C1C)OC1=CC=2N(C=C1)C(=CN2)C 2-fluoro-3-methyl-4-((3-methylimidazo[1,2-a]pyridin-7-yl)oxy)aniline